(tert-butoxycarbonylamino)-3-(5-chloro-2-(1-methylcyclopropoxy)phenyl)propanoate C(C)(C)(C)OC(=O)NC(C(=O)[O-])CC1=C(C=CC(=C1)Cl)OC1(CC1)C